5-(4-((diethylamino)methyl)phenyl)-2-methyl-N-(3-(4-morpholinopiperidin-1-yl)propyl)thieno[3,2-b]pyridin-7-amine C(C)N(CC)CC1=CC=C(C=C1)C1=CC(=C2C(=N1)C=C(S2)C)NCCCN2CCC(CC2)N2CCOCC2